ClC=1C=CC(=C(C1)C1=CC(N(C=C1OC)C(C(=O)NC1=CC(=C(C(=O)N)C=C1)F)CC)=O)C=1SC(=NN1)C(F)F 4-({2-[4-{5-chloro-2-[5-(difluoromethyl)-1,3,4-thiadiazol-2-yl]phenyl}-5-methoxy-2-oxopyridin-1(2H)-yl]butanoyl}amino)-2-fluorobenzamide